(2RS)-2-(5-Fluoro-2-hydroxy-phenyl)-2-[1-oxo-6-[2-[4-(piperazin-1-ylmethyl)phenyl]ethynyl]isoindolin-2-yl]-N-thiazol-2-yl-acetamid FC=1C=CC(=C(C1)[C@H](C(=O)NC=1SC=CN1)N1C(C2=CC(=CC=C2C1)C#CC1=CC=C(C=C1)CN1CCNCC1)=O)O |r|